3-[(6-chloro-pyridazin-4-yl)-hydroxy-(4-isopropyl-phenyl)-methyl]-3-methyl-azetidine-1-carboxylic acid tert-butyl ester C(C)(C)(C)OC(=O)N1CC(C1)(C)C(C1=CC=C(C=C1)C(C)C)(O)C1=CN=NC(=C1)Cl